1-Methyl-2-(6-trifluoromethoxy-benzothiazol-2-ylamino)-1H-benzoimidazole-5-carboxylic acid [2-oxo-2-(4-trifluoromethyl-piperidin-1-yl)-ethyl]-amide O=C(CNC(=O)C1=CC2=C(N(C(=N2)NC=2SC3=C(N2)C=CC(=C3)OC(F)(F)F)C)C=C1)N1CCC(CC1)C(F)(F)F